C1=CC=CC=2C3=CC=CC=C3N(C12)C=1C=C(C=C(C1)N1C2=CC=CC=C2C=2C=CC=CC12)N1C(=NC2=C1C=CC=C2)C2=CC=CC=C2 1-[3,5-bis(9H-carbazol-9-yl)phenyl]-2-phenylbenzimidazole